CN1N=C2[C@@H](N(CCC2=C1C1=CC(=NN1C)C(F)(F)F)C(=O)C1=CC(=NC2=CC=C(C=C12)F)OC)C (S)-(2,7-dimethyl-3-(1-methyl-3-(trifluoromethyl)-1H-pyrazol-5-yl)-2,4,5,7-tetrahydro-6H-pyrazolo[3,4-c]pyridin-6-yl)(6-fluoro-2-methoxyquinolin-4-yl)methanone